(Z)-2-(methylsulfonyl)-3-(thiazol-2-yl)acrylic acid CS(=O)(=O)\C(\C(=O)O)=C/C=1SC=CN1